C(=O)[O-].[K+].C(=O)[O-].C(=O)[O-].[Ca+2] calcium diformate potassium formate